P(=O)(=O)SP(=O)=O.[W] tungsten phosphosulfide